Methyl 4-((1,4-dimethylpiperidin-4-yl)ethynyl)-6-methylpicolinate CN1CCC(CC1)(C)C#CC1=CC(=NC(=C1)C)C(=O)OC